N1CC(C1)C=1C=NC=CC1N1C(N(CC1)C)=O 1-[3-(azetidin-3-yl)pyridin-4-yl]-3-methylimidazolidin-2-one